3,8,9-Trihydroxy-6H-benzo[c]chromen-6-one OC1=CC=C2C3=C(C(OC2=C1)=O)C=C(C(=C3)O)O